5-(5-(4-(Dimethylamino)cyclohexyl)-3-isopropyl-1H-indol-2-yl)-1,3,4-trimethylpyridin-2(1H)-on CN(C1CCC(CC1)C=1C=C2C(=C(NC2=CC1)C=1C(=C(C(N(C1)C)=O)C)C)C(C)C)C